C(C=C)(=O)O.C(C=C)(=O)O.C(C=C)(=O)O.C(O)C(CCC)(CO)CO.C(O)C(CCC)(CO)CO ditrimethylolbutane triacrylate